pyridine-2-sulfinate sodium salt [Na+].N1=C(C=CC=C1)S(=O)[O-]